zirconium 2,5-dihydroxyterephthalate OC1=C(C(=O)[O-])C=C(C(=C1)C(=O)[O-])O.[Zr+4].OC1=C(C(=O)[O-])C=C(C(=C1)C(=O)[O-])O